FC(C=1C=C(C=C(C1)C(F)(F)F)C1=CC(=CC(=C1)C1=C(C(=C2C=CC=CC2=C1)C=1C(=C(C=C2C=CC=CC12)C=1C=C(C=C(C1)C1=CC(=CC(=C1)C(F)(F)F)C(F)(F)F)C1=CC(=CC(=C1)C(F)(F)F)C(F)(F)F)O)O)C1=CC(=CC(=C1)C(F)(F)F)C(F)(F)F)(F)F (R)-3,3'-bis(3,3'',5,5''-tetrakis(trifluoromethyl)-[1,1':3',1''-terphenyl]-5'-yl)-[1,1'-binaphthalene]-2,2'-diol